l-o-tolylbiguanide C1(=C(C=CC=C1)NC(=N)NC(=N)N)C